C(#C)C1=C2C(=CC(=CC2=CC=C1F)O)C1=C(C=2N=C(N=C(C2C=N1)N1CC2(CCN2)CC1)OC[C@]12CCCN2C[C@@H](C1)F)F 5-ethynyl-6-fluoro-4-(8-fluoro-2-(((2R,7aS)-2-fluorotetrahydro-1H-pyrrolizin-7a(5H)-yl)methoxy)-4-(1,6-diazaspiro[3.4]octan-6-yl)pyrido[4,3-d]pyrimidin-7-yl)naphthalen-2-ol